[Br-].C(CCC)OP butoxyphosphine bromide